N1=CC=C(C=C1)NC1=CC=C(C=C1)NC(=O)C1=CC=C(C=C1)C1=CC=C(C=C1)C(=O)NC1=CC=C(C=C1)NC1=CC=NC=C1 N4,N4'-bis(4-(pyridin-4-ylamino)phenyl)-[1,1'-biphenyl]-4,4'-dicarboxamide